S1C(=NC2=C1C=CC=C2)NC(=O)C=2C=CC=C1CCN(CC21)C2=CC=C(C(=N2)C(=O)O)C2=C(N(C(=C2)C#N)CC2=CC=CC=C2)C 6-[8-(1,3-benzothiazol-2-ylcarbamoyl)-3,4-dihydroisoquinolin-2(1H)-yl]-3-(1-benzyl-5-cyano-2-methyl-1H-pyrrol-3-yl)pyridine-2-carboxylic acid